5,6,7,8-tetrahydropyrido[4,3-d]pyrimidin-2-ol N1=C(N=CC2=C1CCNC2)O